N=1C(C=CC2=CC=C3C(C12)=C1C=CC=CC1=N3)=O Indolochinolinon